3-[(2,5-dimethylbenzyl)sulfanyl]-5-methyl-[1,2,4]triazolo[4,3-a]pyrimidin-7(8H)-one CC1=C(CSC2=NN=C3N2C(=CC(N3)=O)C)C=C(C=C1)C